1,4-diamino-2,3-diaminoanthraquinone NC1=C(C(=C(C=2C(C3=CC=CC=C3C(C12)=O)=O)N)N)N